(R)-2-(7-(4-fluorobenzoyl)-8-methyl-3-(3-methyl-1,2,4-thiadiazol-5-yl)-5,6,7,8-tetrahydroimidazo[1,5-a]pyrazin-1-yl)-1,4-dihydroisoquinolin-3(2H)-one FC1=CC=C(C(=O)N2[C@@H](C=3N(CC2)C(=NC3N3CC2=CC=CC=C2CC3=O)C3=NC(=NS3)C)C)C=C1